[Si]=[Te].[Cr] chromium silicon telluride